C1(=CC=CC=C1)C12C(C=C(N1)C=C1C=CC(=N1)C(=C1C=CC(N1)=C(C=1C=CC(N1)=C2C2=CC=CC=C2)C2=CC=CC=C2)C2=CC=CC=C2)=O 1,10,15,20-tetraphenyl-21H,23H-porphyrinone